7-hydroxy-N3-methylindolizine-1,3-dicarboxamide OC=1C=CN2C(=CC(=C2C1)C(=O)N)C(=O)NC